ClC=1C=C(N)C=C(C1C)F 3-chloro-5-fluoro-4-methylaniline